2,4,6-tribromobenzene-1,3,5-triol BrC1=C(C(=C(C(=C1O)Br)O)Br)O